CN1N=NC2=C1C=C(C=C2)C2=CNC1=NC=C(C=C12)NC(C1=CC(=NC=C1)N1CCNCC1)=O N-(3-(1-methyl-1H-benzo[d][1,2,3]triazol-6-yl)-1H-pyrrolo[2,3-b]pyridin-5-yl)-2-(piperazin-1-yl)isonicotinamide